5-(3-chloro-5-((5-methylthiazol-2-yl)ethynyl)phenoxy)-1H-1,2,3-triazole-4-carboxylic acid ClC=1C=C(OC2=C(N=NN2)C(=O)O)C=C(C1)C#CC=1SC(=CN1)C